2,6-Dimethyl-1,4-Phenylenether CC1=C2C(=CC(=C1)O2)C